2-[(Z)-1-(2-fluorophenyl)prop-1-enyl]aniline FC1=C(C=CC=C1)\C(=C/C)\C1=C(N)C=CC=C1